1-(3-chloro-4-(6-(1-methylcyclopropoxy)-9-((4-methylpyridin-2-yl)methyl)-9H-purin-8-yl)phenethyl)azetidin-3-ol ClC=1C=C(CCN2CC(C2)O)C=CC1C=1N(C2=NC=NC(=C2N1)OC1(CC1)C)CC1=NC=CC(=C1)C